C(C)(C)(C)OC(=O)N1CC(CC1)C(C1=CC=C(C=C1)Br)=O 3-(4-bromobenzoyl)pyrrolidine-1-carboxylic acid tert-butyl ester